C1(=CC=CC=C1)S(=O)(=O)N1C=C(C2=CC=CC=C12)C1=NC(=NC=C1Cl)NC1=CC(=CC=C1)[N+](=O)[O-] 4-[1-(Benzenesulfonyl)indol-3-yl]-5-chloro-N-(3-nitrophenyl)pyrimidin-2-amine